ClC1=C(C=C2C(=CNC2=C1)C(=O)O)C=1SC(=CC1)C1(CC1)CO 6-chloro-5-(5-(1-(hydroxymethyl)cyclopropyl)thiophen-2-yl)-1H-indole-3-carboxylic acid